C(C(C)C)[C@H]1C(N(CCN1)[C@H](C(=O)N1CCC(CC1)CS(=O)(=O)N)CC(C)C)=O (1-{(S)-2-[(S)-3-Isobutyl-2-oxo-1-piperazinyl]-4-methylvaleryl}-4-piperidyl)methane-sulfonamide